(Z)-5'-bromo-2'-oxo-[2,3'-biindolinylidene] BrC=1C=C2/C(/C(NC2=CC1)=O)=C\1/NC2=CC=CC=C2C1